1-O-Nonanoyl-D,L-xylitol C(CCCCCCCC)(=O)OC[C@H](O)[C@@H](O)[C@H](O)CO |r|